BrC1=CC=C2C(=CC(=NC2=C1)C=1SC=CC1)O 7-Bromo-2-(thiophen-2-yl)quinolin-4-ol